4-(((1R,3R,4R)-3-hydroxy-4-methylcyclohexyl)amino)-2-(((1R,4R)-4-hydroxycyclohexyl)oxy)pyrimidine-5-carboxamide O[C@@H]1C[C@@H](CC[C@H]1C)NC1=NC(=NC=C1C(=O)N)OC1CCC(CC1)O